6-(amino)adenine NC1(C2=NC=NC2=NC=N1)N